C1N(CC12CCCC2)C=2OC1=C(N2)C=CC=C1 2-(2-Azaspiro[3.4]octan-2-yl)-1,3-benzoxazole